molybdenum oxide [Mo]=O